(3aR,6aS)-5-oxo-octahydrocyclopenta[c]pyrrole-2-carboxylic acid tert-butyl ester C(C)(C)(C)OC(=O)N1C[C@@H]2[C@H](C1)CC(C2)=O